C(C)CC(CC(=O)[O-])=O.C(C)CC(CC(=O)[O-])=O.[O-2].[Ti+4] titanium oxide bis(ethyl acetoacetate)